Tert-butyl 7-(2,4-dioxotetrahydropyrimidin-1(2H)-yl)-3,4-dihydroisoquinoline-2(1H)-carboxylate O=C1N(CCC(N1)=O)C1=CC=C2CCN(CC2=C1)C(=O)OC(C)(C)C